BrC1=CC=2NC(N(C(C2N=C1)=O)CC)=O 7-bromo-3-ethylpyrido[3,2-d]pyrimidine-2,4(1h,3h)-dione